C(CC)O[Si](CCCNCCNCCN)(OCCC)OCCC N-[2-[3-(tripropoxysilyl)propylamino]ethyl]ethylenediamine